2-((4-(6-((4-Chloro-2,3-dihydrobenzofuran-7-yl)methoxy)pyridin-2-yl)piperidin-1-yl)methyl)-4-methoxy-1-methyl-1H-benzo[d]imidazole-6-carboxylic acid ClC1=CC=C(C2=C1CCO2)COC2=CC=CC(=N2)C2CCN(CC2)CC2=NC1=C(N2C)C=C(C=C1OC)C(=O)O